NC1CCN(CC1)C1=CC=C(C(=N1)C1=CC(=C(C#N)C=C1)F)C1=CC2=C(N(N=N2)C)C=C1 4-(6-(4-aminopiperidin-1-yl)-3-(1-methyl-1H-benzo[d][1,2,3]triazol-5-yl)pyridin-2-yl)-2-fluorobenzonitrile